C(C)(C)C=1C(=C(C=CC1)S(=O)(=O)[O-])C(C)C.[Na+] sodium diisopropylbenzenesulfonate